[H-].[Sr+2].[H-] Strontium hydrid